OCCNCCCCCCCC(=O)OCC\C=C/CCC (Z)-hept-3-en-1-yl 8-((2-hydroxyethyl)amino)octanoate